ClC=1C=CC2=C(N=C(O2)N2CC3CNCC3C2)C1 5-chloro-2-(hexahydropyrrolo[3,4-c]pyrrol-2(1H)-yl)benzo[d]oxazole